N1=C(C=CC=C1)C(C#N)=CC1=CC=C2CCNCC2=C1 2-(pyridin-2-yl)-3-(1,2,3,4-tetrahydroisoquinolin-7-yl)acrylonitrile